(S)-2-((5-(5-methyl-2-(2-methylazetidin-1-yl)-6-(trifluoromethyl)pyrimidin-4-yl)pyridin-2-yl)oxy)-1-(piperazin-1-yl)ethan-1-one CC=1C(=NC(=NC1C(F)(F)F)N1[C@H](CC1)C)C=1C=CC(=NC1)OCC(=O)N1CCNCC1